diethoxy(4-isopropenylphenyl)silane C(C)O[SiH](C1=CC=C(C=C1)C(=C)C)OCC